4-methyl-2-oxo-2H-[1,2'-bipyridine]-3-carbonitrile CC1=C(C(N(C=C1)C1=NC=CC=C1)=O)C#N